ClC1=CC(=C(C=C1)NC1=CC(=NC=C1C(=O)NOCC)NC1=NC=C(C=C1)C#N)N(S(=O)(=O)C)C 4-((4-chloro-2-(N-methylmethanesulfonamido)phenyl)amino)-N-ethoxy-6-((5-cyanopyridin-2-yl)amino)nicotinamide